ClC=1C(=NNC1CNCCC(=O)NCCCNC1=NC2=C(C3=CN=CC=C13)C=CC(=C2)C(=O)N)C2=CC=CC=C2 5-((3-(3-(((4-Chloro-3-phenyl-1H-pyrazol-5-yl)methyl)amino)propanamido)propyl)amino)benzo[c][2,6]naphthyridine-8-carboxamide